ClC=1C=C2N(N=C(C(=C2)C2=NOC[C@H](N2)CC2=C(C=C(C=C2)C)C)OC2=CC(=CC=C2)C2CC2)C1 |r| 6-chloro-2-(3-cyclopropylphenoxy)-3-[(5RS)-5-(2,4-dimethylbenzyl)-5,6-dihydro-4H-1,2,4-oxadiazin-3-yl]pyrrolo[1,2-b]pyridazine